OCCN1CCN(CC1)C N-(2-hydroxy-ethyl)-N'-methyl-piperazine